C(C)(C)(C)OC(=O)N1CC(C(C1)CO)CN1N=C(N=N1)C1=CC=C(C=C1)OC1=NC=C(C=C1F)Cl 3-((5-(4-((5-chloro-3-fluoropyridin-2-yl)oxy)phenyl)-2H-tetrazol-2-yl)methyl)-4-(hydroxymethyl)pyrrolidine-1-carboxylic acid tert-butyl ester